Methyl 2-amino-3-methyl-3-(tritylthio)butanoate NC(C(=O)OC)C(C)(SC(C1=CC=CC=C1)(C1=CC=CC=C1)C1=CC=CC=C1)C